C1(CCCC1)C1=CC(=C2C=NC(=NN21)N[C@H]2C(CN(CC2)S(=O)(=O)C)=O)F (R)-4-((7-cyclopentyl-5-fluoropyrrolo[2,1-f][1,2,4]triazin-2-yl)amino)-1-(methylsulfonyl)piperidin-3-one